CNC(=O)C1=CC=C(C=C1)C=1N=C2SC=3N=C(N=CC3N2C1)C(=O)NCCCN1CCCCC1 7-(4-(methylcarbamoyl)phenyl)-N-(3-(piperidin-1-yl)propyl)imidazo[2',1':2,3]thiazolo[5,4-d]pyrimidine-2-carboxamide